C(C)(C)(C)OC(=O)N1CC(C(=C(C1)C(C(=O)OCC)=O)N1CCCC1)(F)F 5-(2-Ethoxy-2-oxo-acetyl)-3,3-difluoro-4-pyrrolidin-1-yl-2,6-dihydropyridine-1-carboxylic acid tert-butyl ester